N1(CCCC12CNCCC2)C(=O)[O-].C[N+]2(CCCCC2)CCC 1-methyl-1-propyl-piperidinium 1,7-diazaspiro[4.5]decane-1-carboxylate